tris(2-maleimidoethyl)amine C1(C=CC(N1CCN(CCN1C(C=CC1=O)=O)CCN1C(C=CC1=O)=O)=O)=O